O=C(CN1C(C=NC2=CC=CC=C12)=O)C1=CC=CC=C1 1-(2-Oxo-2-phenylethyl)quinoxalin-2(1H)-one